4-(6-chloroquinoline-2-yl)benzamide ClC=1C=C2C=CC(=NC2=CC1)C1=CC=C(C(=O)N)C=C1